1-heptadecanoyl-2-tetradecanoyl-glycero-3-phosphocholine C(CCCCCCCCCCCCCCCC)(=O)OCC(OC(CCCCCCCCCCCCC)=O)COP(=O)([O-])OCC[N+](C)(C)C